C(CCCC)(=O)OCC=1SC(=NN1)C1=CC=C(C=C1)N1CCC(CC1)OC1=C(C=CC(=C1)F)Cl (5-(4-(4-(2-chloro-5-fluorophenoxy)piperidin-1-yl)phenyl)-1,3,4-thiadiazol-2-yl)methyl pentanoate